1-(((di-tert-butoxyphosphoryl)oxy)methyl)-5,6-difluoro-1H-indole-2-carboxylic acid C(C)(C)(C)OP(=O)(OC(C)(C)C)OCN1C(=CC2=CC(=C(C=C12)F)F)C(=O)O